(2R,3S,4R,5R)-5-(6-chloro-4-((3aR,6aS)-hexahydrocyclopenta[c]pyrrol-2(1H)-yl)-1H-pyrazolo[3,4-d]pyrimidin-1-yl)-2-(hydroxymethyl)-3-(methoxymethyl)tetrahydrofuran-3,4-diol ClC1=NC(=C2C(=N1)N(N=C2)[C@H]2[C@@H]([C@@]([C@H](O2)CO)(O)COC)O)N2C[C@@H]1[C@H](C2)CCC1